CN(CCCOC=1C(=C(C=CC1)C1=C(C(=CC=C1)C=1OC2=C(N1)C=C(C(=C2)OC)CN2C(CCCC2)CC(=O)O)C)C)C 1-((2-(3'-(3-(dimethylamino)propoxy)-2,2'-dimethyl-[1,1'-biphenyl]-3-yl)-6-methoxybenzo[d]oxazol-5-yl)methyl)piperidine-2-acetic acid